C(CCC)SC=1NC(C2=C(N1)NC(CC2C=2C=C1C=CC=NC1=CC2)=O)=O 2-butylmercapto-5-(quinolin-6-yl)-5,6-dihydropyrido[2,3-d]pyrimidin-4,7(3H,8H)-dione